FCC1=NC=2C3=C(C=CC2C=C1)C=CN3 8-(fluoromethyl)-1H-pyrrolo[3,2-H]quinoline